3-fluoro-5-(trifluoromethyl)pyridine-2-carbaldehyde FC=1C(=NC=C(C1)C(F)(F)F)C=O